(S)-5-(4-((2-ethyl-5-fluoro-3-oxo-4H-quinoxalin-6-yl)methyl)-2-methylpiperazin-1-yl)-6-fluoro-N-(methyl-d3)pyridine-2-carboxamide C(C)C1=NC2=CC=C(C(=C2NC1=O)F)CN1C[C@@H](N(CC1)C=1C=CC(=NC1F)C(=O)NC([2H])([2H])[2H])C